4,4'-di-t-octyldiphenylamine CCCCCC(C)(C)C1=CC=C(C=C1)NC2=CC=C(C=C2)C(C)(C)CCCCC